Tert-butyl (4S)-4-(4-(1-(2,6-dioxopiperidin-3-yl)-3-methyl-2-oxo-2,3-dihydro-1H-benzo[d]imidazol-5-yl)piperazin-1-yl)-3,3-difluoropiperidine-1-carboxylate O=C1NC(CCC1N1C(N(C2=C1C=CC(=C2)N2CCN(CC2)[C@@H]2C(CN(CC2)C(=O)OC(C)(C)C)(F)F)C)=O)=O